2,2-dimethylbut-3-ynenitrile CC(C#N)(C#C)C